1-chloro-1,2-epoxypropane ClC1C(C)O1